tert-Butyl 4-((3-methoxy-4-phenoxyphenyl)amino)-5,6-dihydropyrido[4',3':4,5]thieno[2,3-d]pyrimidine-7(8H)-carboxylate COC=1C=C(C=CC1OC1=CC=CC=C1)NC=1C2=C(N=CN1)SC1=C2CCN(C1)C(=O)OC(C)(C)C